N-(3-((2-bromo-4-(perfluoropropane-2-yl)-6-(trifluoromethyl)phenyl)carbamoyl)-2-fluorophenyl)-N-methyl-1-naphthoamide BrC1=C(C(=CC(=C1)C(C(F)(F)F)(C(F)(F)F)F)C(F)(F)F)NC(=O)C=1C(=C(C=CC1)N(C(=O)C1=CC=CC2=CC=CC=C12)C)F